ethyl (S)-2-((t-butoxycarbonyl)amino)-3-(4-(4-(4-(8-chloro-5,6-dihydro-11H-benzo[5,6]cyclohepta[1,2-b]pyridin-11-ylidene)piperidin-1-yl)butoxy)phenyl)propanoate C(C)(C)(C)OC(=O)N[C@H](C(=O)OCC)CC1=CC=C(C=C1)OCCCCN1CCC(CC1)=C1C2=C(CCC=3C1=NC=CC3)C=C(C=C2)Cl